tert-butyl 3-(7-(6-(bis(4-methoxybenzyl)amino)-4-methyl-3-(trifluoromethyl)pyridin-2-yl)-2,6-dichloro-8-fluoro-5-methoxyquinazolin-4-yl)-3,8-diazabicyclo[3.2.1]octane-8-carboxylate COC1=CC=C(CN(C2=CC(=C(C(=N2)C2=C(C(=C3C(=NC(=NC3=C2F)Cl)N2CC3CCC(C2)N3C(=O)OC(C)(C)C)OC)Cl)C(F)(F)F)C)CC3=CC=C(C=C3)OC)C=C1